C[C@]12[C@H]3CC[C@@]4([C@H](CC[C@H]4[C@@H]3CC=C2C[C@H](CC1)C(C(=O)O)CCCCCCCCCCCCCCCC)[C@H](C)CCCC(C)C)C.C(CCCCCCCCCCCCCCCCC)(=O)O.CC(C)CCC[C@@H](C)[C@H]1CC[C@H]2[C@@H]3CC=C4C[C@@H](O)CC[C@]4(C)[C@H]3CC[C@]12C Cholesterol stearate [(3S,8S,9S,10R,13R,14S,17R)-10,13-dimethyl-17-[(2R)-6-methylheptan-2-yl]-2,3,4,7,8,9,11,12,14,15,16,17-dodecahydro-1H-cyclopenta[a]phenanthren-3-yl]octadecanoate